FC1=C(C(=CC(=C1)OCCN1CCCC1)F)[C@H]1N([C@@H](CC2=C1NC1=CC=CC=C21)C)CC(C)(C)F (1R,3R)-1-(2,6-difluoro-4-(2-(pyrrolidin-1-yl)ethoxy)phenyl)-2-(2-fluoro-2-methylpropyl)-3-methyl-2,3,4,9-tetrahydro-1H-pyrido[3,4-b]indole